1,3-Benzothiazol-6-yl 3-[4-(2-aminothiazol-4-yl)-1H-1,2,3-triazol-1-yl]-3-deoxy-2-O-methyl-1-thio-α-D-galactopyranoside NC=1SC=C(N1)C=1N=NN(C1)[C@@H]1[C@H]([C@@H](SC2=CC3=C(N=CS3)C=C2)O[C@@H]([C@@H]1O)CO)OC